S1C(SCC1)C1=CC=C(C=C1)C1SCCS1 1,4-bis(1,3-dithiolane-2-yl)benzene